tert-butyl ((1r,4r)-4-(4-(2,2-difluoroethyl)piperazin-1-yl)cyclohexyl)carbamate FC(CN1CCN(CC1)C1CCC(CC1)NC(OC(C)(C)C)=O)F